C(C)(C)(C)C1=CC=C(CN2N=C(N(C2=O)CC)CCCC2=CC=CC(=N2)C=2C=CC(=C(C2)CC(=O)O)OC)C=C1 2-(5-(6-(3-(1-(4-(tert-butyl)benzyl)-4-ethyl-5-oxo-4,5-dihydro-1H-1,2,4-triazol-3-yl)propyl)pyridin-2-yl)-2-methoxyphenyl)acetic acid